C(CCCCCC=CC=CCC)(=O)O 7,9-dodecadienoic acid